(S)-1-[7-(3-chloro-1-isopropyl-1H-indazol-5-yl-methoxy)-2H-chromen-3-ylmethyl]-piperidin ClC1=NN(C2=CC=C(C=C12)COC1=CC=C2C=C(COC2=C1)CN1CCCCC1)C(C)C